N-((1S,2S)-2-hydroxycyclopentyl)-6-((6-(1-methyl-1H-pyrazol-4-yl)pyridin-3-yl)methyl)-5-oxo-5,6-dihydro-1,6-naphthyridine-8-carboxamide O[C@@H]1[C@H](CCC1)NC(=O)C1=CN(C(C=2C=CC=NC12)=O)CC=1C=NC(=CC1)C=1C=NN(C1)C